((2S)-1-(3-methyl-1-(tetrahydro-2H-pyran-2-yl)-6-((1-(3,4,5-trimethoxyphenyl)-1H-imidazol-4-yl)amino)-1H-pyrazolo[3,4-d]pyrimidin-4-yl)pyrrolidin-2-yl)methanol CC1=NN(C2=NC(=NC(=C21)N2[C@@H](CCC2)CO)NC=2N=CN(C2)C2=CC(=C(C(=C2)OC)OC)OC)C2OCCCC2